CC(C(=O)O)COC1=C(C=CC=C1)C1CCC(CC1)OC[C@@H]1N(CC[C@]12NC(COC2)=O)C(=O)OC(C)(C)C |o1:21,25| 2-methyl-3-{2-[(1s,4s)-4-{[rel-(1R,5S)-2-[(tert-butoxy)carbonyl]-7-oxo-9-oxa-2,6-diazaspiro[4.5]decan-1-yl]methoxy}cyclohexyl]phenoxy}propanoic acid